tert-butyl (R)-2-((1-benzylpiperidin-3-yl)oxy)acetate C(C1=CC=CC=C1)N1C[C@@H](CCC1)OCC(=O)OC(C)(C)C